1-{7-[(4s)-4-hydroxy-4-[5-(pyrimidin-2-yl)pyridin-2-yl]cyclohexyl]-2,7-diazaspiro[4.4]nonan-2-yl}-2-{[5-(trifluoromethyl)-1,2-benzoxazol-3-yl]amino}ethan-1-one OC1(CCC(CC1)N1CC2(CCN(C2)C(CNC2=NOC3=C2C=C(C=C3)C(F)(F)F)=O)CC1)C1=NC=C(C=C1)C1=NC=CC=N1